C(C1=CC=CC=C1)N1C=C(C=CC1=O)OC1=C(C=C(C=C1Cl)NN=C(C(=O)NC(OCC)=O)C#N)Cl ethyl (2-(2-(4-((1-benzyl-6-oxo-1,6-dihydropyridin-3-yl)oxy)-3,5-dichlorophenyl)hydrazono)-2-cyanoacetyl)carbamate